ClC1=C(C=CC=C1)[C@@H]1[C@H](CN(C1)C)NC(=O)C=1C=C2C(=NNC2=CC1)C1=CC(=NC=C1)C N-((3R,4S)-4-(2-chlorophenyl)-1-methylpyrrolidin-3-yl)-3-(2-methylpyridin-4-yl)-1H-indazole-5-amide